BrC1=C2C[C@@H](N([C@H](C2=CC=C1)C)C(CC1=C(C=CC=C1)Cl)=O)CO[Si](C)(C)C(C)(C)C 1-((1S,3R)-5-bromo-3-(((tert-butyldimethylsilyl)oxy)methyl)-1-methyl-3,4-dihydroisoquinolin-2(1H)-yl)-2-(2-chlorophenyl)ethan-1-one